3-dodecyl-pentadecylCarbon C(CCCCCCCCCCC)C(CC[C])CCCCCCCCCCCC